(1R,3as,3bs,5ar,7s,9ar,9bs,11ar)-6,6-difluoro-1-[(2R)-6-hydroxy-6-methylhept-2-yl]-9a,11a-dimethylhexadeca-hydro-1H-cyclopenta[1,2-a]phenanthren-7-ol FC1([C@H](CC[C@@]2([C@H]3CC[C@]4([C@H]([C@@H]3CC[C@@H]12)CC[C@@H]4[C@H](C)CCCC(C)(C)O)C)C)O)F